diepoxy-tricyclo[5.2.1.02,6]decane C123C4(C5C(CC4C(CC1)C2)O5)O3